1-(5Z,8Z,11Z,14Z,17Z-eicosapentaenoyl)-2-(9Z,12Z,15Z-octadecatrienoyl)-glycero-3-phosphoserine CC/C=C\C/C=C\C/C=C\CCCCCCCC(=O)O[C@H](COC(=O)CCC/C=C\C/C=C\C/C=C\C/C=C\C/C=C\CC)COP(=O)(O)OC[C@@H](C(=O)O)N